2-(5-bromopyrimidin-2-yl)-1,2-thiazinan 1,1-dioxide BrC=1C=NC(=NC1)N1S(CCCC1)(=O)=O